FC1(CC2(C1)C[C@@H](N(CC2)CC2=C1C=CNC1=C(C=C2OC)C)C2=CC=C(C=C2)C(=O)N2C[C@@H](CC2)O)F (4-((R)-2,2-difluoro-7-((5-methoxy-7-methyl-1H-indol-4-yl)methyl)-7-azaspiro[3.5]nonan-6-yl)phenyl)((R)-3-hydroxypyrrolidin-1-yl)methanone